N-[3-[(1S)-2-(4-fluoroanilino)-1-methyl-2-oxo-ethyl]-1-bicyclo[1.1.1]pentanyl]-4-methyl-pyrimidin-1-ium-2-carboxamide FC1=CC=C(NC([C@@H](C)C23CC(C2)(C3)NC(=O)C3=[NH+]C=CC(=N3)C)=O)C=C1